(Z)-N,8,8-trimethyl-10-(7-(2-octylcyclopropyl)heptyl)-N-(prop-2-yn-1-yl)-7,9,11-trioxa-8-silanonacos-20-en-1-amine CN(CCCCCCO[Si](OC(OCCCCCCCC\C=C/CCCCCCCC)CCCCCCCC1C(C1)CCCCCCCC)(C)C)CC#C